p-methyl-phenylcresol CC=1C(=C(C(=CC1)O)C)C1=CC=CC=C1